CC1=CC=C2C=CC=3C=CC=C4C5=C(C1=C2C43)C=CC=C5 methyl-benzopyrene